COC1=NN(N=C1)C=1C=C(N)C=CC1C 3-(4-methoxy-2H-1,2,3-triazol-2-yl)-4-methylaniline